CC1=NC(=CC=C1O[C@@H]1C[C@H](CCC1)C(=O)O)C=1N=NN(C1CNC1=NC=CC(=N1)OCC(C(F)F)(F)F)C (1S,3S)-3-((2-methyl-6-(1-methyl-5-(((4-(2,2,3,3-tetrafluoropropoxy)pyrimidin-2-yl)amino)methyl)-1H-1,2,3-triazol-4-yl)pyridin-3-yl)oxy)cyclohexane-1-carboxylic acid